ClC1=CC=C(C=C1)[C@@]1(N(C(C2=CC(=CC=C12)C(C)(C1=CC=NC=C1)O)=O)CC1=NC=C(C=C1)Cl)OC (3R)-3-(4-Chlorophenyl)-2-[(5-chloropyridin-2-yl)methyl]-6-[1-hydroxy-1-(pyridin-4-yl)ethyl]-3-methoxy-2,3-dihydro-1H-isoindol-1-on